C(C(C)C)NCC=1C=C(C(N(C1)CC(F)(F)F)=O)C(=O)NC1=NC=CC(=C1)C1(CC(C1)C)C1=NN=CN1C 5-((Isobutylamino)methyl)-N-(4-(3-methyl-1-(4-methyl-4H-1,2,4-triazol-3-yl)cyclobutyl)pyridin-2-yl)-2-oxo-1-(2,2,2-trifluoroethyl)-1,2-dihydropyridine-3-carboxamide